4,4'-(nonane-5,5-diyl)bis(2-aminophenol) CCCCC(CCCC)(C1=CC(=C(C=C1)O)N)C1=CC(=C(C=C1)O)N